4-[4-({[4-chloro-3-(trifluoromethyl)phenyl]carbamoyl}amino)-3-fluorophenoxy]pyridine-2-carboxamide ClC1=C(C=C(C=C1)NC(=O)NC1=C(C=C(OC2=CC(=NC=C2)C(=O)N)C=C1)F)C(F)(F)F